(R)-7,7-dimethyl-2-(1H-7-azaindol-4-yl)-6-cyclopropylcarbonyl-4-(3-methylmorpholin-4-yl)-6,7-dihydro-5H-pyrrolo[3,4-d]pyrimidine CC1(N(CC2=C1N=C(N=C2N2[C@@H](COCC2)C)C2=C1C=CNC1=NC=C2)C(=O)C2CC2)C